C1(=CC=CC=C1)C(C(=O)N)(Cl)Cl phenyl-dichloroacetamide